4-Bromo-6-chloro-N1,3-dimethyl-benzene-1,2-diamine BrC=1C(=C(C(=C(C1)Cl)NC)N)C